C(C)N1C(CC(C2=CC=C(C=C12)C(C)(C)C1=CC(=CC=C1)OC)C)(C)C 1-Ethyl-7-(2-(3-methoxyphenyl)propan-2-yl)-2,2,4-trimethyl-1,2,3,4-tetrahydroquinoline